2-bromo-5-chloro-4-nitropyridine 1-oxide BrC1=[N+](C=C(C(=C1)[N+](=O)[O-])Cl)[O-]